2-chloro-N-((1R,2R,4S)-7-cyano-7-azabicyclo[2.2.1]heptan-2-yl)-4-((2R)-2-cyano-6-azabicyclo[3.2.1]octan-6-yl)benzamide ClC1=C(C(=O)N[C@H]2[C@H]3CC[C@@H](C2)N3C#N)C=CC(=C1)N1C3CC[C@H](C(C1)C3)C#N